(7-(4,4-Difluoropiperidin-1-carbonyl)quinolin-4-yl)boronic acid FC1(CCN(CC1)C(=O)C1=CC=C2C(=CC=NC2=C1)B(O)O)F